1-(1-acryloylpiperidine-3-yl)-3-(4-(hydroxy(phenyl)methyl)phenyl)-1H-pyrazole-4-carboxamide C(C=C)(=O)N1CC(CCC1)N1N=C(C(=C1)C(=O)N)C1=CC=C(C=C1)C(C1=CC=CC=C1)O